2-(dimethylamino)-1-(4-(3-isopropyl-2-(2-methylpyridin-4-yl)-1H-indol-5-yl)piperidin-1-yl)ethan-1-one CN(CC(=O)N1CCC(CC1)C=1C=C2C(=C(NC2=CC1)C1=CC(=NC=C1)C)C(C)C)C